C1(OC=CC2=C1C=CC=C2)=O 2-benzopyran-1-one